1-(3,5-di-tert-butyl-phenyl)-3-styryl-5-phenyl-pyrazoline C(C)(C)(C)C=1C=C(C=C(C1)C(C)(C)C)N1NC(=CC1C1=CC=CC=C1)C=CC1=CC=CC=C1